tert-butyl (4-(N-(tert-butoxycarbonyl)sulfamoyl)-2-chloro-5-nitrophenyl)((6-cyclopropyl imidazo[1,2-a]pyridin-2-yl)methyl)carbamate C(C)(C)(C)OC(=O)NS(=O)(=O)C1=CC(=C(C=C1[N+](=O)[O-])N(C(OC(C)(C)C)=O)CC=1N=C2N(C=C(C=C2)C2CC2)C1)Cl